C/C(/C(=O)OC)=C\C1=CC(=NC=C1)C(F)(F)F methyl (E)-2-methyl-3-[2-(trifluoromethyl)-4-pyridyl]prop-2-enoate